3-(4-bromopyrazol-1-yl)azetidine-1-carboxylic acid tert-butyl ester C(C)(C)(C)OC(=O)N1CC(C1)N1N=CC(=C1)Br